ethyl (S)-3-(3-(2,5-dimethyl-1H-pyrrol-1-yl)phenyl)-3-(3-(4-hydroxy-1,5-dimethyl-2-oxo-1,2-dihydropyridin-3-yl)ureido)propanoate CC=1N(C(=CC1)C)C=1C=C(C=CC1)[C@H](CC(=O)OCC)NC(=O)NC=1C(N(C=C(C1O)C)C)=O